C(C)(=O)C1=C(NC2=C(C=CC(=C2C1=O)Cl)Br)S 3-acetyl-8-bromo-5-chloro-2-mercaptoquinolin-4(1H)-one